CN(C(OC(C)(C)C)=O)C[C@@H]1CCOC2=C(C=CC=C12)C1=NC(=NC=C1)C tert-butyl (R)-methyl((8-(2-methylpyrimidin-4-yl)chroman-4-yl)methyl)carbamate